diphenylquinquephenyl C1(=CC=CC=C1)C=1C(=C(C=CC1)C=1C(=CC=CC1)C=1C(=CC=CC1)C=1C(=CC=CC1)C1=CC=CC=C1)C1=CC=CC=C1